N-{5-amino-2-[4-(2-methoxyethyl)piperazin-1-yl]phenyl}-4-[(tert-butyldiphenylsilyl)oxy]butanamide NC=1C=CC(=C(C1)NC(CCCO[Si](C1=CC=CC=C1)(C1=CC=CC=C1)C(C)(C)C)=O)N1CCN(CC1)CCOC